3-((1r,4s)-4-((tert-butyldimethylsilyl)oxy)cyclohexyl)propionitrile [Si](C)(C)(C(C)(C)C)OC1CCC(CC1)CCC#N